tert-butyl (Z)-(4-((2,3-dimethyl-1H-indol-7-yl)thio)-3-fluorobut-2-en-1-yl)carbamate CC=1NC2=C(C=CC=C2C1C)SC/C(=C/CNC(OC(C)(C)C)=O)/F